FC(C=1C=CC=2N(N1)C(=CN2)C2=CC(=NC=N2)N2CCN(CC2)C(C)=O)F 1-(4-(6-(6-(Difluoromethyl)imidazo[1,2-b]pyridazin-3-yl)pyrimidin-4-yl)piperazin-1-yl)ethan-1-one